CS(=O)(=O)OC1CN(C1)C(=O)OCC1=CC=CC=C1 benzyl 3-methylsulfonyloxyazetidine-1-carboxylate